OC1=C2C(C=3C=CC=CC3C(C2=C(C2=CC=CC=C12)O)=O)=O 6,11-dihydroxy-5,12-tetracenedione